N-(1-(3-(tert-butyl)phenyl)-2-hydroxyethyl)-1-(5-methyl-2-((tetrahydro-2H-pyran-4-yl)amino)pyrimidin-4-yl)-1H-imidazole-4-carboxamide C(C)(C)(C)C=1C=C(C=CC1)C(CO)NC(=O)C=1N=CN(C1)C1=NC(=NC=C1C)NC1CCOCC1